2-(1H-benzimidazol-4-yl)-2-methyl-propanenitrile N1C=NC2=C1C=CC=C2C(C#N)(C)C